S(=O)(=O)(O)OS(=O)(=O)OS(=O)(=O)O trisulphuric acid